ethyl 1-(4-bromo-2-methoxyphenyl)-5-cyano-2-ethyl-1H-imidazole-4-carboxylate BrC1=CC(=C(C=C1)N1C(=NC(=C1C#N)C(=O)OCC)CC)OC